FC=1C=C(CNC(CC2=CC=3N(C4=CC=CC=C4C3C=C2)C)=O)C=CC1 N-(3-fluorobenzyl)-2-(9-methyl-9H-carbazol-2-yl)acetamide